4-((3-(7-((3-fluoro-1-methylpiperidin-4-yl)amino)-3-(2,2,2-trifluoroethyl)benzo[b]thiophen-2-yl)prop-2-yn-1-yl)amino)-3-methoxy-N-methylbenzamide FC1CN(CCC1NC1=CC=CC2=C1SC(=C2CC(F)(F)F)C#CCNC2=C(C=C(C(=O)NC)C=C2)OC)C